2,2'-(propane-1,1-diyl)diphenol C(CC)(C1=C(C=CC=C1)O)C1=C(C=CC=C1)O